2-methoxy-N-methyl-N-(1-methylpiperidin-4-yl)-4-(6-(4-(2-(1-(4-(trifluoromethyl)phenyl)cyclobutyl)acetamido)thiophen-2-yl)pyrazin-2-yl)benzamide COC1=C(C(=O)N(C2CCN(CC2)C)C)C=CC(=C1)C1=NC(=CN=C1)C=1SC=C(C1)NC(CC1(CCC1)C1=CC=C(C=C1)C(F)(F)F)=O